N-((S)-2-(1-ethyl)pyrrolidinylmethyl)-5-(4-hydroxy-3-methoxyphenyl)thiophene-2-carboxamide hydrochloride Cl.C(C)[C@@H]1N(CCC1)CNC(=O)C=1SC(=CC1)C1=CC(=C(C=C1)O)OC